CCCCCCCCCCCCCC(=O)O[C@H](COC(=O)CCCCC/C=C\C/C=C\C/C=C\C/C=C\CCCCC)COP(=O)(O)OC[C@H](CO)O 1-(7Z,10Z,13Z,16Z-docosatetraenoyl)-2-tetradecanoyl-glycero-3-phospho-(1'-sn-glycerol)